4-(Tert-butyl)-N-(6-(3,4-dimethoxyphenyl)-5-(2H-tetrazol-5-yl)pyridin-3-yl)piperidine-1-carboxamide C(C)(C)(C)C1CCN(CC1)C(=O)NC=1C=NC(=C(C1)C=1N=NNN1)C1=CC(=C(C=C1)OC)OC